C(C)(C)(C)OC(=O)N([C@@H]1CN(CC1)C1=NC=C(C(=N1)OCC)C(=O)O)C (S)-2-(3-((tert-butoxycarbonyl)(methyl)amino)pyrrolidin-1-yl)-4-ethoxypyrimidine-5-carboxylic acid